2,7-Dibromofluorenone C1=CC2=C(C=C1Br)C(=O)C3=C2C=CC(=C3)Br